OC1=C(C(/C=C/C2=CC(=C(C=C2)OCC2=CC=CC=C2)OC)=O)C(=CC(=C1)OCOC)OCC1=CC=CC=C1 2'-Hydroxy-3-methoxy-4'-(methoxymethoxy)-4,6'-bis(benzyloxy)chalcone